FS(=O)(=O)C1=CC=C(C=C1)CCC(=O)O 3-(4-(fluorosulfonyl)phenyl)propanoic acid